tert-butyl (2-((tert-butoxycarbonyl)(2-(4-nitro-1H-pyrazol-1-yl)ethyl)amino)ethyl)(3-(2,5-dichloropyrimidin-4-yl)-4-methylphenyl)carbamate C(C)(C)(C)OC(=O)N(CCN(C(OC(C)(C)C)=O)C1=CC(=C(C=C1)C)C1=NC(=NC=C1Cl)Cl)CCN1N=CC(=C1)[N+](=O)[O-]